C[C@]12CC[C@H](C[C@@H]1CC[C@@H]3[C@@H]2CC[C@]4([C@H]3CC[C@@H]4O[C@H]5[C@@H]([C@H]([C@@H]([C@H](O5)C(=O)[O-])O)O)O)C)O The molecule is a monocarboxylic acid anion resulting from the removal of a proton from the carboxy group of 5alpha-androstane-3alpha,17beta-diol 17-glucosiduronic acid It is a carbohydrate acid derivative anion and a monocarboxylic acid anion. It is a conjugate base of a 5alpha-androstane-3alpha,17beta-diol 17-glucosiduronic acid.